C(C)(C)(C)OC(=O)N1CC(C1)N1CCC(CC1)N1N=C(C=2C1=NC=NC2N)C2=CC=C(C=C2)OC2=CC=CC=C2 3-[4-[4-Amino-3-(4-phenoxyphenyl)pyrazolo[3,4-d]pyrimidin-1-yl]-1-piperidinyl]azetidine-1-carboxylic acid tert-butyl ester